Dodecyl-benzenesulfonic acid monoethanolamine salt C(O)CN.C(CCCCCCCCCCC)C1=C(C=CC=C1)S(=O)(=O)O